(2S,5S,E)-N-(2,4-dimethoxybenzyl)-5-((R)-1-hydroxy-2-(isopropylamino)-2-oxoethyl)-2-isobutyl-N-methyl-3,16-dioxo-15-propyl-1,4-diazacyclohexadec-9-ene-7-carboxamide COC1=C(CN(C(=O)C2C[C@H](NC([C@@H](NC(C(CCCC/C=C/C2)CCC)=O)CC(C)C)=O)[C@H](C(=O)NC(C)C)O)C)C=CC(=C1)OC